(3S,3aS,6aR)-2-[(2S)-3-methyl-2-[(2,2,2-trifluoroacetyl)amino]butanoyl]-3,3a,4,5,6,6a-hexahydro-1H-cyclopenta[c]pyrrole-3-carboxylic acid CC([C@@H](C(=O)N1C[C@H]2[C@@H]([C@H]1C(=O)O)CCC2)NC(C(F)(F)F)=O)C